FC(C1=CC=C(C=C1)S(=O)(=O)OCC1=C(C=C(C=C1)[N+](=O)[O-])[N+](=O)[O-])(F)F 2,4-dinitrobenzyl p-trifluoromethylbenzenesulfonate